3,5-dimethylp-anisic acid CC=1C=C(C(=O)O)C=C(C1OC)C